OC(C)(C)C=1N=CC(=NC1)N1C(O[C@]2(C1)C[C@@](CCC2)(OC)CN2C=NC1=C2C=C(C=C1)C#N)=O |r| rac-1-(((5S,7R)-3-(5-(2-hydroxypropan-2-yl)pyrazin-2-yl)-7-methoxy-2-oxo-1-oxa-3-azaspiro[4.5]decan-7-yl)methyl)-1H-benzo[d]imidazole-6-carbonitrile